C(CCCCCCCCCCCCC)(=O)OC[C@@H](OC(CCCCCCCCCCCCC)=O)COP(=O)(O)OC[C@@H](COP(OC[C@@H](COC(CCCCCCCCCCCCC)=O)OC(CCCCCCCCCCCCC)=O)(=O)O)O bis[1,2-dimyristoyl-sn-glycero-3-phospho]-sn-glycerol